NC1=NN2C(C=C(C=C2)C=2C(=C(C(=O)[O-])C(=CC2)C)F)=N1.[Li+] lithium 3-(2-amino-[1,2,4]triazolo[1,5-a]pyridin-7-yl)-2-fluoro-6-methylbenzoate